ClC1=CC=C(C(=O)N[C@@H](C(C)C)C2=NC=C(C(=O)O)C=C2F)C=C1 (S)-6-(1-(4-chlorobenzoylamino)-2-methylpropyl)-5-fluoronicotinic acid